C(C)(C)C1=NC(=CC2=C1N(C(N2C)=O)C)OC=2C=NC(=CC2)OC 4-isopropyl-6-((6-methoxypyridin-3-yl)oxy)-1,3-dimethyl-1,3-dihydro-2H-imidazo[4,5-c]pyridin-2-one